[Na+].O=C1N(C2CCCN1C2)OS(=O)(=O)[O-] 7-oxo-1,6-diazabicyclo[3.2.1]oct-6-ylsulfate sodium salt